1-(2-(4'-fluoro-2'-(4-methyl-4H-1,2,4-triazol-3-yl)-[1,1'-biphenyl]-3-yl)-7-methylbenzo[d]oxazol-5-yl)-2-methoxy-N-(2-methoxyethyl)ethan-1-amine FC1=CC(=C(C=C1)C1=CC(=CC=C1)C=1OC2=C(N1)C=C(C=C2C)C(COC)NCCOC)C2=NN=CN2C